N-(3-methylbenzyl)-4-(3-(pyridin-4-ylmethyl)ureido)benzenesulfonamide CC=1C=C(CNS(=O)(=O)C2=CC=C(C=C2)NC(=O)NCC2=CC=NC=C2)C=CC1